7,8-difluoro-2-methyl-4-(1-(methylamino)ethyl)isoquinolin-1(2H)-one FC1=CC=C2C(=CN(C(C2=C1F)=O)C)C(C)NC